succinimidyl-alanine C1(CCC(N1N[C@@H](C)C(=O)O)=O)=O